(3R)-1-(azetidin-3-ylmethyl)-3-fluoro-3-methyl-pyrrolidine N1CC(C1)CN1C[C@](CC1)(C)F